ClC=1N=C2C(=NC1)NC=C2C2=NC(=CC(=N2)N[C@@H]2[C@H](C1CCC2CC1)C(=O)OCC)C=1SC(=CC1)F (2S,3S)-ethyl 3-((2-(2-chloro-5H-pyrrolo[2,3-b]pyrazin-7-yl)-6-(5-fluorothiophen-2-yl)pyrimidin-4-yl)amino)bicyclo[2.2.2]octane-2-carboxylate